C1([C@@H](O)[C@@H](O)[C@H](O)[C@H](O1)CO)[C@@]1([C@H](O)[C@H](O)[C@@H](CO)O1)N1C(=O)NC(=O)C=C1 mannosyluridine